6-Bromo-3-fluoro-2-(1-(hydroxymethyl)cyclopropyl)phenol BrC1=CC=C(C(=C1O)C1(CC1)CO)F